N[C@H](C(=O)N1[C@H]2C[C@H]2C[C@H]1C#N)C12CC3(CC(CC(C1)C3)C2)OCCN2CCC(CC2)C(=O)O 1-(2-((3-((S)-1-amino-2-((1S,3S,5S)-3-cyano-2-azabicyclo[3.1.0]hexan-2-yl)-2-oxoethyl)adamantan-1-yl)oxy)ethyl)piperidine-4-carboxylic acid